ClC1=CC=2C=3C=CC(=CC3N(C(N(C2N=C1)CC(F)(F)F)=O)C1=C(C=C(C=C1F)NCCNC)F)Cl 4,13-dichloro-10-(2,6-difluoro-4-{[2-(methylamino)ethyl]amino}phenyl)-8-(2,2,2-trifluoroethyl)-6,8,10-triazatricyclo[9.4.0.02,7]pentadeca-1(11),2(7),3,5,12,14-hexaen-9-one